N1(CCN(CCN(CCN(CC1)CC(=O)O)CC(=O)O)CC(=O)O)CC(=O)O (1,4,7,10-tetraazacyclododecane-1,4,7,10-tetrayl)tetraacetic acid